tert-butyl (S)-2-(4-(tert-butoxy)benzyl)-16-((2-(cyclooctylamino)-3,5,6-trifluoro-4-sulfamoylphenyl)sulfonyl)-4,14-dioxo-7,10-dioxa-3,13-diazahexadecanoate C(C)(C)(C)OC1=CC=C(C[C@@H](C(=O)OC(C)(C)C)NC(CCOCCOCCNC(CCS(=O)(=O)C2=C(C(=C(C(=C2F)F)S(N)(=O)=O)F)NC2CCCCCCC2)=O)=O)C=C1